BrCC1=C(C(=NC=C1)OC)F 4-(bromomethyl)-3-fluoro-2-methoxypyridine